C(C)OC(C(=O)C=1N=COC1C1=CC(=CC=C1)C(F)(F)F)=C 2-ethoxy-1-(5-(3-(trifluoromethyl)phenyl)oxazol-4-yl)prop-2-en-1-one